BrC=1C=CC(=C(C1)S(=O)(=O)N1CCC2(C[C@@H](CO2)N(C(OC(C)(C)C)=O)C[C@@H](COC2=CC(=CC=C2)S(=O)(=O)C2(CC2)CO)O)CC1)OCC tert-Butyl ((S)-8-((5-Bromo-2-ethoxyphenyl)sulfonyl)-1-oxa-8-azaspiro[4.5]decan-3-yl)((S)-2-hydroxy-3-(3-((1-(hydroxymethyl)cyclopropyl)sulfonyl) phenoxy)propyl)carbamate